C/C=C\\1/C[NH+]2CC[C@@H]1[C@](C3=C(CC2)C4=CC=CC=C4N3)(COC(=O)C)C(=O)OC The molecule is an ammonium ion resulting from the protonation of the tertiary amino group of O-acetyl-15alpha-stemmadenine. The major species at pH 7.3. It is a conjugate acid of an O-acetyl-15alpha-stemmadenine.